C(C)(C)(C)OC(=O)N1C(CC(CC1)F)C(NCC1=CC(=CC=C1)Cl)=O ((3-chlorobenzyl)carbamoyl)-4-fluoropiperidine-1-carboxylic acid tert-butyl ester